F[C@H](CF)C1=C(C=CC=C1F)[C@@H]1C2=C(NC(=C1C(=O)OC)CF)COC2=O methyl (R)-4-(2-((S)-1,2-difluoroethyl)-3-fluorophenyl)-2-(fluoromethyl)-5-oxo-1,4,5,7-tetrahydrofuro[3,4-b]pyridine-3-carboxylate